C(CC)(=O)OCC(COC(CC)=O)(CBr)CBr 2,2-bis(bromomethyl)1,3-propanediol 1,3-dipropionate